(R)-6-(2-amino-3-phenylpropoxy)-2-methylbenzofuran-7-carboxylic acid methyl ester hydrochloride Cl.COC(=O)C1=C(C=CC=2C=C(OC21)C)OC[C@@H](CC2=CC=CC=C2)N